(2R,3R,4S,5S)-2-(4-Amino-7H-pyrrolo[2,3-d]pyrimidin-7-yl)-5-(2-(2-aminochinolin-7-yl)ethyl)tetrahydrothiophen-3,4-diol NC=1C2=C(N=CN1)N(C=C2)[C@@H]2S[C@H]([C@H]([C@H]2O)O)CCC2=CC=C1C=CC(=NC1=C2)N